methyl 2-(2',3,4'-trifluoro-[1,1'-biphenyl]-2-yl)imidazo[1,2-a]pyridine-7-carboxylate FC1=C(C=CC(=C1)F)C1=C(C(=CC=C1)F)C=1N=C2N(C=CC(=C2)C(=O)OC)C1